6-(6-(3-chloro-5-fluorophenyl)-5-(ethylsulfonyl)pyridin-3-yl)-2-(trifluoromethyl)pyrazolo[1,5-a]pyrimidine ClC=1C=C(C=C(C1)F)C1=C(C=C(C=N1)C=1C=NC=2N(C1)N=C(C2)C(F)(F)F)S(=O)(=O)CC